1-(1-(6-Methoxy-1-(pyridin-3-yl)-1H-indazol-3-yl)ethyl)-3-methyl-1H-pyrazolo[3,4-d]pyrimidin-4-amine COC1=CC=C2C(=NN(C2=C1)C=1C=NC=CC1)C(C)N1N=C(C=2C1=NC=NC2N)C